5-(1,4-dimethyl-1H-1,2,3-triazol-5-yl)pyridin CN1N=NC(=C1C=1C=CC=NC1)C